C(C)C1=C(C=CC(=C1O)CC)C(CO)O 1-(2,4-diethyl-3-hydroxyphenyl)-1,2-ethanediol